C(C)(C)(C)OC(=O)N1CCC(=CC1)C=1C=C2C=CNC2=CC1F 4-(6-fluoro-1H-indol-5-yl)-3,6-dihydro-2H-pyridine-1-carboxylic acid tert-butyl ester